C1(CC1)C1=NC=NC(=C1C1=NC=2N(CCN(C2C=N1)C)CC1=CC=C(C=C1)N1N=C(C=C1C)C(F)(F)F)OC 2-(4-cyclopropyl-6-methoxypyrimidin-5-yl)-5-methyl-8-(4-(5-methyl-3-(trifluoromethyl)-1H-pyrazol-1-yl)benzyl)-7,8-dihydropteridin